N4-methyl-N2-(1-methyl-1H-indazol-3-yl)-5-(trifluoromethyl)pyrimidine-2,4-diamine CNC1=NC(=NC=C1C(F)(F)F)NC1=NN(C2=CC=CC=C12)C